C12C(C3CC(CC(C1)C3)C2)NS(=O)(=O)C2=CC=3C(C1=CC(=CC=C1C3C=C2)S(=O)(=O)NC2C3CC1CC(CC2C1)C3)=O N2,N7-di(adamantan-2-yl)-9-oxo-9H-fluorene-2,7-disulfonamide